C(CNC(=O)C1=CC=CC=C1)(=O)O hippuroic acid